methyl (S)-2-((R)-1-(3,4-difluorophenyl)propan-2-yl)-7-methyl-3-(piperidin-4-yl)-3,7,8,9-tetrahydro-6H-imidazo[4,5-f]quinoline-6-carboxylate FC=1C=C(C=CC1F)C[C@@H](C)C=1N(C=2C(=C3CC[C@@H](N(C3=CC2)C(=O)OC)C)N1)C1CCNCC1